ClC1=NC2=C(C(=C(N=C2C(=C1[N+](=O)[O-])NC1C2CN(C1C2)C(=O)OC(C)(C)C)Cl)Cl)Cl tert-butyl (endo)-5-((2,6,7,8-tetrachloro-3-nitro-1,5-naphthyridin-4-yl)amino)-2-azabicyclo[2.1.1]hexane-2-carboxylate